isopentenyl-pyrazine C(CC(=C)C)C1=NC=CN=C1